2-(3-cyanobicyclo[1.1.1]pent-1-yl)-N-(1-cyclopropyl-2-oxo-1,2-dihydropyridin-3-yl)-7-isopropoxyimidazo[1,2-a]pyridine-6-carboxamide C(#N)C12CC(C1)(C2)C=2N=C1N(C=C(C(=C1)OC(C)C)C(=O)NC=1C(N(C=CC1)C1CC1)=O)C2